propyl-propanamide C(CC)C(C(=O)N)C